C(CCCCC)OC(CCCCCCCCCCCCC/C=C/CCO)OCCCCCC (3E)-18,18-dihexanoxy-3-octadecen-1-ol